2-((1-ethyl-1H-pyrazol-3-yl)oxy)-5-nitronicotinonitrile C(C)N1N=C(C=C1)OC1=C(C#N)C=C(C=N1)[N+](=O)[O-]